COCCOCCOCCOCCOCCOCCOCCOC=1C=C2C(C(=NC2=CC1)C)(C)C 5-((2,5,8,11,14,17,20-heptaoxadocosan-22-yl)oxy)-2,3,3-trimethyl-3H-indole